(S)-1-(2-((S)-3-((8-(Trifluoromethyl)chinolin-4-yl)oxy)pyrrolidin-1-yl)acetyl)pyrrolidin-2-carbonitril FC(C=1C=CC=C2C(=CC=NC12)O[C@@H]1CN(CC1)CC(=O)N1[C@@H](CCC1)C#N)(F)F